O[C@@H]1C[C@H](N(C1)C([C@H](C(C)(C)C)NC(CN(CC(=O)OC(C)(C)C)C)=O)=O)C(N[C@@H](C)C1=CC=C(C=C1)C1=C(N=CS1)C)=O tert-butyl N-(2-(((S)-1-((2S,4R)-4-hydroxy-2-(((S)-1-(4-(4-methylthiazol-5-yl)phenyl)ethyl)carbamoyl)pyrrolidin-1-yl)-3,3-dimethyl-1-oxobutan-2-yl)amino)-2-oxoethyl)-N-methylglycinate